C(C)OC(C(=O)C1(CCC1)C1=C(C=CC=C1)OC)=O 2-(1-(2-methoxyphenyl)cyclobutyl)-2-oxoacetic acid ethyl ester